4-(3,5-difluoropyridin-2-yl)-10-methyl-7-((methylsulfonyl)methyl)-11-oxo-3,4,10,11-tetrahydro-1H-1,4,10-triazadibenzo[cd,f]azulene-6-carboxylic acid FC=1C(=NC=C(C1)F)N1C=C2C(=C(C3=C(C4=C2C1CCN4)C(N(C=C3)C)=O)CS(=O)(=O)C)C(=O)O